C(C)(C)(C)N(C(O)=O)S(NCC1=NC=C(C=C1)C1=C(C=NC2=CC(=C(C=C12)OC)OC)C#N)(=O)=O tert-butyl-(N-((5-(3-cyano-6,7-dimethoxyquinolin-4-yl)pyridin-2-yl)methyl)sulfamoyl)carbamic acid